dichlororuthenium(II) hydrate O.Cl[Ru]Cl